(3'-fluoro-5-methyl-[2,2'-bipyridin]-3-yl)((1S,4R,6R)-6-((5-(trifluoromethyl)pyridin-2-yl)oxy)-2-azabicyclo[2.2.2]oct-2-yl)methanone FC=1C(=NC=CC1)C1=NC=C(C=C1C(=O)N1[C@@H]2[C@@H](C[C@H](C1)CC2)OC2=NC=C(C=C2)C(F)(F)F)C